(S)-1-(3-(6-chloro-5-methoxy-1-methyl-3-(1H-pyrazol-4-yl)-1H-pyrrolo[3,2-b]pyridin-2-yl)-1H-1,2,4-triazol-5-yl)-2-meth-oxy-N,N-dimethylethan-1-amine ClC=1C=C2C(=NC1OC)C(=C(N2C)C2=NNC(=N2)[C@@H](COC)N(C)C)C=2C=NNC2